ClC1=CC(=C(C=C1Cl)C(C1CCN(CC1)C(=O)OC(C)(C)C)NC(C)=O)OC tert-butyl 4-[(4,5-dichloro-2-methoxyphenyl)(acetamido)methyl]piperidine-1-carboxylate